1-(bromomethyl)-4,5-dichloro-2-nitrobenzene BrCC1=C(C=C(C(=C1)Cl)Cl)[N+](=O)[O-]